4-(2,2-difluoro-acetamido)-phenylalanine FC(C(=O)NC1=CC=C(C[C@H](N)C(=O)O)C=C1)F